3-ETHYL-1H-PYRAZOLE-4-CARBOXYLIC ACID C(C)C1=NNC=C1C(=O)O